2-bromo-4-(3-chloropropoxy)-1-methylbenzene BrC1=C(C=CC(=C1)OCCCCl)C